1-(3-aminophenyl)ethan-1-one NC=1C=C(C=CC1)C(C)=O